(2-{2-[(4-tert-butylphenyl)formamido]ethoxy}ethoxy)acetic acid C(C)(C)(C)C1=CC=C(C=C1)C(=O)NCCOCCOCC(=O)O